ClC1=C(C=C(C=C1)F)[C@H]1NC(C=2C=3C=NN(C3C=C(C21)NC(C2=CC(=CC(=C2)C(F)(F)F)F)=O)CC(F)F)=O (S)-N-(6-(2-chloro-5-fluorophenyl)-3-(2,2-difluoroethyl)-8-oxo-3,6,7,8-tetrahydropyrrolo[3,4-e]indazol-5-yl)-3-fluoro-5-(trifluoromethyl)benzamide